C(CCC)(=O)O.C(CCC)(=O)O.[Te]1OCCCC1 telluroxane dibutyrate